C1(=CC=CC=C1)C(C1C(O1)C1=CC=CC2=CC=CC=C12)=O 1-phenyl-3-naphthyl-2,3-epoxy-1-propanone